tert-butyl (3S)-4-(4-hydroxybutyl)-3-methyl-piperazine-1-carboxylate OCCCCN1[C@H](CN(CC1)C(=O)OC(C)(C)C)C